FC1=CC2=C(N=C(S2)C2=NN=C3N2CCN[C@@H]3C)C=C1 (R)-6-fluoro-2-(8-methyl-5,6,7,8-tetrahydro-[1,2,4]triazolo[4,3-a]pyrazin-3-yl)benzo[d]thiazole